(2R)-2-(6-{5-chloro-2-{[(1R,3R)-3-hydroxycyclopentyl]amino}pyrimidin-4-yl}-1-oxo-2,3-dihydro-1H-isoindol-2-yl)-N-[(1S)-2-hydroxy-1-(6-methylpyridin-2-yl)ethyl]propionamide ClC=1C(=NC(=NC1)N[C@H]1C[C@@H](CC1)O)C1=CC=C2CN(C(C2=C1)=O)[C@@H](C(=O)N[C@H](CO)C1=NC(=CC=C1)C)C